3-fluoro-4-(N-((1R,2R)-2-(hydroxymethyl)cyclopentyl)sulfamoyl)-1-methyl-1H-pyrrole-2-carboxylic acid ethyl ester C(C)OC(=O)C=1N(C=C(C1F)S(N[C@H]1[C@@H](CCC1)CO)(=O)=O)C